1,3-Diethylbenzimidazolium hexafluorophosphate F[P-](F)(F)(F)(F)F.C(C)[N+]1=CN(C2=C1C=CC=C2)CC